tert-butyl 2-(3-(difluoromethyl)-1-methyl-1H-indazol-7-yl)-2-(3-(5-(5,6,7,8-tetrahydro-1,8-naphthyridin-2-yl)pentyloxy)azetidin-1-yl)acetate FC(C1=NN(C2=C(C=CC=C12)C(C(=O)OC(C)(C)C)N1CC(C1)OCCCCCC1=NC=2NCCCC2C=C1)C)F